COCOC1=C(C=CC(=C1)B1OC(C(O1)(C)C)(C)C)C1=CC=C(N=N1)N1C[C@@H](CC1)NC1COCC1 (3R)-1-{6-[2-(methoxymethoxy)-4-(4,4,5,5-tetramethyl-1,3,2-dioxaborolan-2-yl)phenyl]pyridazin-3-yl}-N-(oxolan-3-yl)pyrrolidin-3-amine